{3-chloro-5-[(3R)-3-methylmorpholin-4-yl]-[1,2]thiazolo[4,5-b]pyridin-7-yl}cyclopentane-1-carbonitrile ClC1=NSC=2C1=NC(=CC2C2(CCCC2)C#N)N2[C@@H](COCC2)C